2-isopropylbenzo[d]thiazole C(C)(C)C=1SC2=C(N1)C=CC=C2